4,6-dimethoxy-N-(1-(2-methyl-4-oxopentan-2-yl)-7'-(trifluoromethyl)spiro[azetidine-3,4'-chromeno[4,3-d]thiazol]-2'-yl)pyrimidine-5-carboxamide COC1=NC=NC(=C1C(=O)NC=1SC2=C(N1)C=1C=CC(=CC1OC21CN(C1)C(C)(CC(C)=O)C)C(F)(F)F)OC